C1=NC=CC2=CC=CC(=C12)C=1SC=C(N1)CC(=O)NCC(=O)O (2-(2-(Isoquinolin-8-yl)Thiazol-4-yl)Acetyl)Glycine